4-[4-[(R)-amino(4,5-dichloro-2-hydroxyphenyl)methyl]piperidine-1-carbonyl]-1,3-dihydroimidazol-2-one N[C@H](C1CCN(CC1)C(=O)C=1NC(NC1)=O)C1=C(C=C(C(=C1)Cl)Cl)O